CC(CCC)C 4-methylpentane